rel-(2R)-2-[(2S,4R)-1-benzyl-4-(hydroxymethyl)azetidin-2-yl]-N-t-butyl-2-hydroxyacetamide C(C1=CC=CC=C1)N1[C@@H](C[C@@H]1CO)[C@H](C(=O)NC(C)(C)C)O |o1:13|